O1CCC(CC1)C(=O)NC(=O)C1CC12CCNCC2 N-(tetrahydro-2H-pyran-4-carbonyl)-6-azaspiro[2.5]Octane-1-carboxamide